BrC1=NN(C(=N1)C=1N=C2N(C=CC=N2)C1I)CC1=CC=C(C=C1)OC (3-bromo-1-(4-methoxybenzyl)-1H-1,2,4-triazol-5-yl)-3-iodoimidazo[1,2-a]pyrimidine